C(C)(C)(C)OC(=O)N1CC(C1)C=1N=NC(=CC1)C1=C(C=C(C=C1)C=1C=C(C=2C(N1)=CN(N2)C)CC)OCOC 3-(6-(4-(7-ethyl-2-methyl-2H-pyrazolo[4,3-b]pyridin-5-yl)-2-(methoxymethoxy)phenyl)pyridazin-3-yl)azetidine-1-carboxylic acid tert-butyl ester